FC(C(=O)O)(F)F.N1C=NC=C1CNCC=1OC(=CC1)C N-((1H-Imidazol-5-yl)methyl)-1-(5-methylfuran-2-yl)methanamine, trifluoroacetic acid salt